C(C=C)(=O)N1CC2(C1)CN(CC2)C2=NC(=NC(=C2C#N)C2=C1C=NN(C1=CC=C2C)C)N2CCOCC2 4-(2-acryloyl-2,6-diazaspiro[3.4]octan-6-yl)-6-(1,5-dimethyl-1H-indazol-4-yl)-2-morpholinopyrimidine-5-carbonitrile